1-methyl-4-(6-methyl-5-(methylsulfonylamino)pyridin-2-yl)-1H-1,2,3-triazole-5-carboxylic acid CN1N=NC(=C1C(=O)O)C1=NC(=C(C=C1)NS(=O)(=O)C)C